C1(CC1)CC1=NC(C2=C(N1)NN=C2)=O d-6-(cyclopropylmethyl)-1H-pyrazolo[3,4-d]pyrimidin-4(7H)-one